C1NCCC2=C(C=CC=C12)[C@@H](CC(=O)OCC)C Ethyl (3R)-3-(1,2,3,4-tetrahydroisoquinolin-5-yl)butanoate